FC1=C(CC2=CC=C(C=C2)C=2N(C=C(N2)C(F)(F)F)C)C=CC=C1[N+](=O)[O-] 2-(4-(2-fluoro-3-nitrobenzyl)phenyl)-1-methyl-4-(trifluoromethyl)-1H-imidazole